ClC1=CC(=C(C=C1)C(=O)N1CC2(C1)C=C(C(C(C2)(C)C)=O)C#N)F 2-(4-chloro-2-fluorobenzene-1-carbonyl)-8,8-dimethyl-7-oxo-2-azaspiro[3.5]non-5-ene-6-carbonitrile